Heptadecan-9-yl 8-((3-(1-hydroxy-1,3-dihydrobenzo[c][1,2]oxaborole-6-carboxamido)propyl)(8-oxo-8-(undecan-3-yloxy)octyl)amino)octanoate OB1OCC2=C1C=C(C=C2)C(=O)NCCCN(CCCCCCCC(=O)OC(CCCCCCCC)CCCCCCCC)CCCCCCCC(OC(CC)CCCCCCCC)=O